C1(CC1)C(=O)NC1=CC(=CC(=N1)N1C2C(CC1)CN(C2)C(=O)OC(C)(C)C)OC tert-butyl 1-(6-(cyclopropanecarboxamido)-4-methoxypyridin-2-yl)hexahydropyrrolo[3,4-b]pyrrole-5(1H)-carboxylate